FC1=CC=C(CN2C=C(N=CC=C2)C(CCC2=CC(=CC=C2)O)=O)C=C1 1-(4-(4-fluorobenzyl)-1,4-diazepinyl)-3-(3-hydroxyphenyl)-1-propanone